CO\C=C(\C(=O)OC)/OC1=C(C=CC(=C1)N1N=C(C=C1)CSC)C methyl (Z)-3-methoxy-2-[2-methyl-5-[3-(methylsulfanylmethyl) pyrazol-1-yl]phenoxy]prop-2-enoate